FC(C=1C=C(CO[C@H]2[C@@H](CNC2)N2N=CC(=C2)C#N)C=CC1)(F)F (trans-4-(3-(trifluoromethyl)benzyloxy)pyrrolidin-3-yl)-1H-pyrazole-4-carbonitrile